OCCCC=1C(NC(NC1)=O)=O 5-(3-hydroxypropyl)pyrimidine-2,4(1H,3H)-dione